C(C1=CC=CC=C1)OC([C@@H](CC=C)C1CC1)=O.FC(C(CI)(F)F)(OC(=C(F)F)F)F 1,1,2,2-tetrafluoro-3-iodo-1-(1,2,2-trifluoroethenoxy)propane (S)-BENZYL-2-CYCLOPROPYLPENT-4-ENOATE